5-bromo-3-ethoxy-2-((4-methoxybenzyl)oxy)pyridine BrC=1C=C(C(=NC1)OCC1=CC=C(C=C1)OC)OCC